C(C)(C)(C)OC(=O)N[C@@H](CCC(=O)OCC1=CC=CC=C1)C(=O)OCC(COC(CCCCCCCCCCCCCCCCC)=O)OC(CCCCCCCCCCCCCCCCC)=O 5-Benzyl 1-(2,3-bis(stearoyloxy)propyl) (tert-butoxycarbonyl)glutamate